COC(=O)C=1C=C2C(=NC1OC)N=CN2CC 1-ethyl-5-methoxy-1H-imidazo[4,5-b]pyridine-6-carboxylic acid methyl ester